8-(2,7-Dichloro-8-fluoro-pyrido[4,3-d]pyrimidin-4-yl)-1-oxa-8-azaspiro[3.5]nonaneN ClC=1N=C(C2=C(N1)C(=C(N=C2)Cl)F)N2CCCC1(C=CO1)C2